FC=1C(=NC(=CC1)F)C1=NN(C=C1NC(=O)C=1N=C(SC1)C=1C=NN(C1)COC(=O)[C@H]1[C@@H](CCCC1)C(=O)O)C1CCC(CC1)OCC (1R,2R)-2-(((4-(4-((3-(3,6-difluoropyridin-2-yl)-1-((1r,4r)-4-ethoxycyclohexyl)-1H-pyrazol-4-yl)carbamoyl)thiazol-2-yl)-1H-pyrazol-1-yl)methoxy)carbonyl)cyclohexane-1-carboxylic acid